5-((6-(2-(5-Methoxyisoindolin-2-yl)pyrimidin-4-yl)pyridin-2-yl)ethynyl)-1H-indazole COC=1C=C2CN(CC2=CC1)C1=NC=CC(=N1)C1=CC=CC(=N1)C#CC=1C=C2C=NNC2=CC1